Cl.N=1C=CN2C1C=C(C=C2)C2=CC=C(OC1CCN(CC1)C(=O)OC(C)(C)C)C=C2 tert-Butyl 4-(4-imidazo[1,2-a]pyridin-7-ylphenoxy)piperidine-1-carboxylate HCl